3-diethylaminopropyl-trimethoxysilane C(C)N(CCC[Si](OC)(OC)OC)CC